F[C@H]1CN(CC[C@H]1OC)C1=NC=CC(=N1)NC=1N=CC2=C(C=CC(=C2C1)[C@@H]1COCC[C@H]1NC(C#CC)=O)N1CC(C1)CS(=O)(=O)C N-((3S,4R)-3-(3-((2-((3S,4R)-3-fluoro-4-methoxypiperidin-1-yl)pyrimidin-4-yl)amino)-8-(3-((methylsulfonyl)methyl)azetidin-1-yl)isoquinolin-5-yl)tetrahydro-2H-pyran-4-yl)but-2-ynamide